BrC1=CC=C(C=C1)N1C(C=2C(=NC(=CC2C1=O)C1=CC=CC=C1)C)=O 2-(4-bromophenyl)-4-methyl-6-phenyl-1H-pyrrolo[3,4-c]pyridine-1,3(2H)-dione